2-(methoxymethyl)-N-methyl-7-(prop-2-yn-1-ylamino)-2,3-dihydrobenzofuran-4-carboxamide COCC1OC=2C(C1)=C(C=CC2NCC#C)C(=O)NC